CC1C(CC1)C1=C(N=CO1)C(=O)OCC rac-ethyl 5-(2-methylcyclobutyl)-1,3-oxazole-4-carboxylate